2-[6-(3-hydroxy-4-methoxyphenyl)-2-oxo-1-(3,4,5-trimethoxyphenyl)-1,2-dihydro-3H-imidazo[4,5-c]pyridin-3-yl]acetamide OC=1C=C(C=CC1OC)C1=CC2=C(C=N1)N(C(N2C2=CC(=C(C(=C2)OC)OC)OC)=O)CC(=O)N